trimethyl{2-[(2,5,6-trichloro-1H-1,4-diazainden-1-yl)methoxy]ethyl}silane C[Si](CCOCN1C(=CC2=NC(=C(C=C12)Cl)Cl)Cl)(C)C